C1(CC1)S(=O)(=O)C=1C=CC(=C(C1)C1=NNC=C1NC(=O)C=1C=NN2C1N=CC=C2)OC(F)F N-[3-[5-cyclopropylsulfonyl-2-(difluoromethoxy)phenyl]-1H-pyrazol-4-yl]pyrazolo[1,5-a]pyrimidine-3-carboxamide